5-chloro-6-fluoro-1,4-dihydro-1,4-epoxynaphthalene ClC1=C2C3C=CC(C2=CC=C1F)O3